CC1=C(C(=NO1)C1[C@H]2CN(C[C@@H]12)C(=O)OC(C)(C)C)C1=CC=CC=C1 tert-butyl (1R,5S,6r)-6-(5-methyl-4-phenyl-1,2-oxazol-3-yl)-3-azabicyclo[3.1.0]hexane-3-carboxylate